4-(3-hydroxypropyl)-eugenol OCCCC=1C=C(C(=CC1CC=C)OC)O